ClC=1C=C(C=CC1F)NC(N(CC(CO)CO)[C@H](C)C1=CNC(C2=CC=C(C=C12)F)=O)=O (R)-3-(3-chloro-4-fluorophenyl)-1-(1-(6-fluoro-1-oxo-1,2-dihydroisoquinolin-4-yl)ethyl)-1-(3-hydroxy-2-(hydroxymethyl)propyl)urea